1-phenyl-3-m-chlorophenyl-3-(1-methylindol-3-yl)-1-propanone C1(=CC=CC=C1)C(CC(C1=CN(C2=CC=CC=C12)C)C1=CC(=CC=C1)Cl)=O